3-cyano-5-fluoro-6-oxo-4-phenyl-1,6-dihydropyridin C(#N)C1=CNC(C(=C1C1=CC=CC=C1)F)=O